C(CCC(=O)O)(=O)O.C(CCC(=O)O)(=O)O.C1=C(C=CC2=CC=CC=C12)CSCCN 2-(2-naphthyl-methylthio)ethylamine disuccinate